2-(methylamino)-4-chloropyridine CNC1=NC=CC(=C1)Cl